ClC1(CC1)[C@@]1(NC(NC1=O)=O)CNC(=O)C1=NN(N=C1)C1=CC=C(C=C1)F |r| rac-N-{[4-(1-chlorocyclopropyl)-2,5-dioxoimidazolidin-4-yl]methyl}-2-(4-fluorophenyl)-2H-1,2,3-triazole-4-carboxamide